ClCC1(N(C(N(C1=O)C1=CC(=C(C#N)C=C1)C(F)(F)F)=S)C1=CC=C(C=C1)C)CCl 4-(4,4-bischloromethyl-5-oxo-2-thioxo-3-(4-methylphenyl)imidazol-1-yl)-2-trifluoromethylbenzonitrile